N1(CCCCC1)C(=O)OCC ethyl (3S)-piperidinecarboxylate